(3-(3-(N-((4-cyano-3-fluoro-2,6-diisopropylphenyl)carbamoyl)sulfamoyl)-1H-pyrazol-1-yl)propyl)boronic acid C(#N)C1=C(C(=C(C(=C1)C(C)C)NC(=O)NS(=O)(=O)C1=NN(C=C1)CCCB(O)O)C(C)C)F